FC1=C(C2=C(C(=C(C(=C2C(=C1F)F)F)F)F)F)[B-](C1=C(C(=C(C2=C(C(=C(C(=C12)F)F)F)F)F)F)F)(C1=C(C(=C(C2=C(C(=C(C(=C12)F)F)F)F)F)F)F)C1=C(C(=C(C2=C(C(=C(C(=C12)F)F)F)F)F)F)F.C(CCCCCCCCCCCCCCCCC)[NH+](C)CCCCCCCCCCCCCCCCCC dioctadecyl-methyl-ammonium tetra(perfluoronaphthyl)borate